FC1([C@@H]([C@H]2N(C(NCC=3C=CC(=C(OC=4C=CC=C(C2)C4F)N3)C)=O)C1)NC(OCC1=CC=CC=C1)=O)F benzyl [(15aS,16R)-17,17,20-trifluoro-7-methyl-1-oxo-2,3,15a,16,17,18-hexahydro-1H,15H-4,8-(azeno)-10,14-(metheno)pyrrolo[1,2-j][1,8,10]oxadiazacycloheptadecin-16-yl]carbamate